2-(4-chloro-benzyl)-3-(4-chloro-phenyl)-4-(morpholin-4-carbonyl)-3,4-dihydro-2H-isoquinolin-1-one ClC1=CC=C(CN2C(C3=CC=CC=C3C(C2C2=CC=C(C=C2)Cl)C(=O)N2CCOCC2)=O)C=C1